The molecule is an anthocyanin cation consisting of cyanidin having a 6-O-malonyl-beta-D-glucosyl residue attached at the 3-hydroxy position. It is an anthocyanin cation and a beta-D-glucoside. It derives from a cyanidin cation. C1=CC(=C(C=C1C2=[O+]C3=CC(=CC(=C3C=C2O[C@H]4[C@@H]([C@H]([C@@H]([C@H](O4)COC(=O)CC(=O)O)O)O)O)O)O)O)O